N=1C=NN2C1C=CC(=C2)C2=CNC=1N=C(N=CC12)N[C@H]1CCC(N(C1)C)=O (S)-5-((5-([1,2,4]triazolo[1,5-a]pyridin-6-yl)-7H-pyrrolo[2,3-d]pyrimidin-2-yl)amino)-1-methylpiperidin-2-one